ethanol-tyrosine N[C@@H](CC1=CC=C(C=C1)O)C(=O)O.C(C)O